FC1=CC=C(C=C1)[C@H](C)NC1=NC(=CC(=C1)NC1=NC=CN=C1)NC1=NC=CN=C1 (S)-N2-[1-(4-fluorophenyl)ethyl]-N4,N6-di(pyrazin-2-yl)pyridine-2,4,6-triamine